CC(COCC=C)OCC(C)O 1-[1-methyl-2-(2-propenyloxy)ethoxy]-2-propanol